N'-[2-methoxy-5-(4-methylpiperazin-1-yl)benzene-1-sulfonyl]-N,N-dimethylmethanimidamide COC1=C(C=C(C=C1)N1CCN(CC1)C)S(=O)(=O)N=CN(C)C